C(=O)(O)CCCCN1S(C=2N(C(C1)C(=O)O)C(C=C(C2C2=CC(=CC=C2)C(F)(F)F)CC2=CC=CC1=CC=CC=C21)=O)(=O)=O 2-(4-carboxybutyl)-8-(naphthalen-1-ylmethyl)-6-oxo-9-(3-(trifluoromethyl)phenyl)-3,4-dihydro-2H,6H-pyrido[1,2-e][1,2,5]thiadiazine-4-carboxylic acid 1,1-dioxide